7-Ethyl-4-(methylamino)-1-phenylquinazolin-2(1H)-one C(C)C1=CC=C2C(=NC(N(C2=C1)C1=CC=CC=C1)=O)NC